ClC1=C(C=C(C=C1)F)C1=CC=C(N=N1)NCC1=C2CCN(CC2=CC=C1)CCC1CCOCC1 6-(2-chloro-5-fluorophenyl)-N-((2-(2-(tetrahydro-2H-pyran-4-yl)ethyl)-1,2,3,4-tetrahydroisoquinolin-5-yl)methyl)pyridazin-3-amine